N1(CCC(CC1)C1=CC=C(C=C1)[C@@H]1C=2C=CC(=CC2CC[C@@H]1C1=CC=CC=C1)O)C1CCNCC1 (5R,6S)-5-(4-([1,4'-bipiperidin]-4-yl)phenyl)-6-phenyl-5,6,7,8-tetrahydronaphthalen-2-ol